3-(8-(o-tolyl)quinolin-5-yl)propionic acid C1(=C(C=CC=C1)C=1C=CC(=C2C=CC=NC12)CCC(=O)O)C